C(C)(=O)NC=1C=C2CCN(C2=CC1)C=1C2=C(N=CN1)SC(=N2)C(=O)NC2CCN(CC2)C 7-[5-(acetylamino)-2,3-dihydro-1H-indol-1-yl]-N-(1-methylpiperidin-4-yl)[1,3]thiazolo[5,4-d]pyrimidine-2-carboxamide